2-octyl-1,11-undecanediol C(CCCCCCC)C(CO)CCCCCCCCCO